O1N=CC(=C1)[2H] isoxazole-4-d